2,6-dimethoxy-4-(1-methyl-6-oxo-5-(trifluoromethyl)-1,6-dihydropyridin-3-yl)benzaldehyde COC1=C(C=O)C(=CC(=C1)C1=CN(C(C(=C1)C(F)(F)F)=O)C)OC